C1(=CC=CC=C1)P(C1=C(C2=CC=CC=C2C=C1)C1=C(C=CC2=CC=CC=C12)P(C1=CC=CC=C1)C1=CC=CC=C1)C1=CC=CC=C1 (-)-2,2'-Bis(diphenylphosphino)-1,1'-binaphthyl